C(C1=CC=CC=C1)(N)=NO Benzamide oxime